C(C)(C)(C)OC(=O)N1CCN2C3=C(OC[C@@H]1C2)C=C2C(=N3)C(=NC=N2)NC2=CC(=C(C=C2)OC=2C=NC(=CC2)CC)C.N2=NC(C=C2)=O pyrazolon tert-butyl-(10S)-4-((4-((6-ethylpyridin-3-yl)oxy)-3-methylphenyl)amino)-7,8,10,11-tetrahydro-9H-6,10-methanopyrimido[4',5':5,6]pyrido[3,2-b][1,4,7]oxadiazonine-9-carboxylate